2-azabicyclo[2.1.1]hex-2-yl-(5-phenyl-6,7-dihydro-5H-pyrrolo[1,2-b][1,2,4]triazol-2-yl)methanone C12N(CC(C1)C2)C(=O)C=2N=C1N(N2)C(CC1)C1=CC=CC=C1